[AsH2]O arsinous acid